N-(5-cyano-6-(difluoromethoxy)pyridin-3-yl)-2-fluoro-8,8-dimethyl-7,8-dihydro-6H-cyclopenta[e]pyrazolo[1,5-a]pyrimidine-6-carboxamide C(#N)C=1C=C(C=NC1OC(F)F)NC(=O)C1CC(C2=C1C=NC=1N2N=C(C1)F)(C)C